1-hydroxy-2-oleoyl-sn-glycero-3-phosphocholine OOC[C@@H](OC(CCCCCCC\C=C/CCCCCCCC)=O)COP(=O)([O-])OCC[N+](C)(C)C